C1(CC1)C=1C=CC=2N(C1)C=C(N2)CN2N=NC(=C2)C(=O)NCC2=C(C(=CC=C2N2N=NC=C2)OC)F 1-((6-cyclopropylimidazo[1,2-a]pyridin-2-yl)methyl)-N-(2-fluoro-3-methoxy-6-(1H-1,2,3-triazol-1-yl)benzyl)-1H-1,2,3-triazole-4-carboxamide